2-[(6-bromo-3-chloro-2-pyridyl)oxymethyl]-5-(trifluoromethyl)thiazole BrC1=CC=C(C(=N1)OCC=1SC(=CN1)C(F)(F)F)Cl